2-cyclopentyl-2-isopropyl-1,3-dimethoxypropane C1(CCCC1)C(COC)(COC)C(C)C